4-(2-methylphenyl)-7-(4-methyl-1,3-thiazol-5-yl)-2-(2-(2-propenoyl)-2,6-diazaspiro[3.4]octan-6-yl)-3-quinolinecarbonitrile CC1=C(C=CC=C1)C1=C(C(=NC2=CC(=CC=C12)C1=C(N=CS1)C)N1CC2(CN(C2)C(C=C)=O)CC1)C#N